O1C[C@@H](CC1)N(C(=O)OCCNCC1=CC(=C(C=C1)OCC1=CC=CC=C1)OCC1=CC=CC=C1)C[C@H]1OC2=C(C1)C1=C(N=C(S1)C1=C3N=CC(=NC3=CC(=C1)C)OC)C=C2 2-(3,4-bis(benzyloxy)benzylamino)ethanol (R)-tetrahydrofuran-3-yl-(((S)-2-(2-methoxy-7-methylquinoxalin-5-yl)-7,8-dihydrobenzofuro[5,4-d]thiazol-7-yl)methyl)carbamate